4-(Difluoromethoxy)-N-[(1S,2S,4S)-2-hydroxy-4-(trifluoromethoxy)cyclopentyl]-3-[(pyrimidin-5-yl)ethynyl]benzamide FC(OC1=C(C=C(C(=O)N[C@@H]2[C@H](C[C@H](C2)OC(F)(F)F)O)C=C1)C#CC=1C=NC=NC1)F